Methyl-3-(2,2-difluorocyclopropyl)-1H-pyrazole CN1N=C(C=C1)C1C(C1)(F)F